2,6-bis(hydroxymethyl)-1,4-dimethoxybenzene OCC1=C(C(=CC(=C1)OC)CO)OC